OC(C)(C)C1=CC=C(CC=2C(NC3=CC=CC=C3C2)=O)C=C1 3-(4-(2-Hydroxypropan-2-yl)benzyl)quinolin-2(1H)-one